1-cyclopropyl-6-fluoro-7-(3-methylpiperazin-1-yl)-8-methoxy-quinolin-4(1H)-one C1(CC1)N1C=CC(C2=CC(=C(C(=C12)OC)N1CC(NCC1)C)F)=O